C1(=CC=CC=C1)P(=O)(C1=CC=CC=C1)C(C=O)C 2-(diphenylphosphoryl)propanal